(phenylnaphthyl)(dibenzofuranylbiphenylyl)amine C1(=CC=CC=C1)C1=C(C2=CC=CC=C2C=C1)NC1=C(C=CC=C1C1=CC=CC=2OC3=C(C21)C=CC=C3)C3=CC=CC=C3